ethyl 3-(diethoxyphosphoryl)-2-(hydroxyimino)-propanoate C(C)OP(=O)(OCC)CC(C(=O)OCC)=NO